(Z)-6-((2r,4r,5s)-2-(2-chlorophenyl)-4-(2-hydroxyphenyl)-1,3-dioxahex-5-yl)hex-4-enoic acid ClC1=C(C=CC=C1)[C@H](O)O[C@H]([C@@H](C)C\C=C/CCC(=O)O)C1=C(C=CC=C1)O